C1=CC=CC=2C3=CC=CC=C3C(C12)COC(=O)NCC1(CN(C1)C(CCOCCOCCOCCOCCOCCOCCOCCOCCOCCOCCOCCOC)=O)OCC(=O)O 2-((3-(((((9H-fluoren-9-yl)methoxy)carbonyl)amino)methyl)-1-(2,5,8,11,14,17,20,23,26,29,32,35-dodecaoxaoctatriacontan-38-oyl)azetidin-3-yl)oxy)acetic acid